C(C)OC(=O)C=1C(=C(C(=NC1)C1=NC(=CC(=C1C(F)(F)F)C)N(CC1=CC=C(C=C1)OC)CC1=CC=C(C=C1)OC)F)N Ethyl-4-amino-6'-(di(4-methoxybenzyl)amino)-3-fluoro-4'-methyl-3'-(trifluoromethyl)-[2,2'-Bipyridyl]-5-carboxylate